isopropyl (1S,4R)-4-[[3-[(4-chloro-2-pyridyl)amino]-2-methoxy-3-oxo-propanoyl]amino]cyclopent-2-ene-1-carboxylate ClC1=CC(=NC=C1)NC(C(C(=O)N[C@H]1C=C[C@H](C1)C(=O)OC(C)C)OC)=O